beta-alanine-tert-butyl ester C(C)(C)(C)OC(CCN)=O